FC(N1N=C2C(C(N(C=3C(=NC=CC23)NC(=O)C2CC2)C)C)=N1)F N-(2-(difluoromethyl)-4,5-dimethyl-4,5-dihydro-2H-[1,2,3]triazolo[4,5-c][1,7]naphthyridin-6-yl)cyclopropanecarboxamide